(6-(3-oxobutyl)pyrazin-2-yl)piperidine-4-carboxylic acid ethyl ester C(C)OC(=O)C1CCN(CC1)C1=NC(=CN=C1)CCC(C)=O